CC1(OB(OC1(C)C)C1=CC=CC2=CC=CC(=C12)C#CC)C 4,4,5,5-tetramethyl-2-(8-(prop-1-yn-1-yl)naphthalen-1-yl)-1,3,2-dioxaborolane